Cl.ClC1=C(C(=CC=C1)Cl)C=1C=C2C(=NNC2=CC1)NC(=O)[C@@H]1CNCC1 (3S)-N-[5-(2,6-dichlorophenyl)-1H-indazol-3-yl]pyrrolidine-3-carboxamide hydrochloride